ClC1=C(C=CC=C1Cl)C1C(=C(NC(=C1C(=O)OCC)C)C)C(=O)OC 5-O-Ethyl 3-O-methyl 4-(2,3-dichlorophenyl)-2,6-dimethyl-1,4-dihydropyridin-3,5-dicarboxylat